4-fluoro-1-(chloromethyl)-benzene FC1=CC=C(C=C1)CCl